NCC1NC(C(OCC1)C1=CC=C(C=C1)C1=CC=C(C=C1)Cl)=O 5-(aminomethyl)-2-[4-(4-chlorophenyl)phenyl]-1,4-oxazepan-3-one